FC1=C(C=C2CCC(N(C2=C1)C)=O)C=1C=C(C=NC1)[C@H](C)NS(=O)(=O)CC |o1:19| Ethanesulfonic acid {(S or R)-1-[5-(7-fluoro-1-methyl-2-oxo-1,2,3,4-tetrahydro-quinolin-6-yl)-pyridin-3-yl]-ethyl}-amide